1-((R)-1-(3-(7-chloroimidazo[1,2-a]pyridin-6-yl)phenyl)ethyl)-1-ethyl-3-((R)-6,6,6-trifluorohexan-3-yl)urea ClC1=CC=2N(C=C1C=1C=C(C=CC1)[C@@H](C)N(C(=O)N[C@H](CC)CCC(F)(F)F)CC)C=CN2